CN1CC2=CC(=CC(=C2CC1)C)C=1C=C(C(=NC1)[N+](=O)[O-])OCC1=CC(=NC=C1)N 4-(((5-(2,5-dimethyl-1,2,3,4-tetrahydroisoquinolin-7-yl)-2-nitropyridin-3-yl)oxy)methyl)pyridin-2-amine